N1CC(C1)N1N=CC(=C1)C1=NC2=CC=C(C=C2C(=N1)N1[C@H](COCC1)C1=CC=CC=C1)C=1C(=NOC1C)C (S)-4-(2-(1-(azetidin-3-yl)-1H-pyrazol-4-yl)-6-(3,5-dimethylisoxazol-4-yl)quinazolin-4-yl)-3-phenylmorpholine